N-BOC-4-hydroxypiperidine bis(2,2,2-trifluoroethyl)-(2,2,4-trimethylhexane-1,6-diyl)biscarbamate FC(CN(C(O)=O)CC(CC(CCN(C(O)=O)CC(F)(F)F)C)(C)C)(F)F.C(=O)(OC(C)(C)C)N1CCC(CC1)O